FC(OC1=NC=CC=C1N)(F)F (trifluoromethoxy)pyridin-3-amine